NC1=C(C#N)C=C(C(=C1)OCCCl)OCCCl 2-amino-4,5-bis(2-chloroethoxy)benzonitrile